O[C@@H]1[C@H]2[C@@H]([C@H]([C@@H](C1)O2)C(=O)NC2=CC(=CC=C2)C(F)(F)F)C=2C=NC(=CC2)C(F)(F)F |r| rac-(1r,2r,3s,4r,5s)-5-hydroxy-N-(3-(trifluoromethyl)phenyl)-3-(6-(trifluoromethyl)pyridin-3-yl)-7-oxabicyclo[2.2.1]heptane-2-carboxamide